2-(3-(2,4,5-trifluorobenzyl)-4-(6-chloro-2-methyl-2H-indazol-5-ylamino)-2,3-dihydro-2,6-dioxopyrimidin-1(6H)-yl)-N-methylacetamide FC1=C(CN2C(N(C(C=C2NC2=CC3=CN(N=C3C=C2Cl)C)=O)CC(=O)NC)=O)C=C(C(=C1)F)F